4-(Benzoyl-hydrazono)-3,3-difluoro-piperidine-1-carboxylic acid tert-butyl ester C(C)(C)(C)OC(=O)N1CC(C(CC1)=NNC(C1=CC=CC=C1)=O)(F)F